C(N)(OC12CC3(CC(CC(C1)C3)C2)NCC(=O)N2[C@@H](CCC2)C#N)=O (3-((2-((S)-2-cyanopyrrolidin-1-yl)-2-oxoethyl) amino) adamantan-1-yl) carbamate